CC(CNC[C@H]1[C@H](CCCC1)NC(OC(C)(C)C)=O)C |r| racemic-1,1-dimethylethyl ((1S,2S)-2-{[(2-methylpropyl)amino]methyl} cyclohexyl)carbamate